manganous thiocyanate [S-]C#N.[Mn+2].[S-]C#N